CO[Si](OC)(OC)CC1=CC=C(OCC2CO2)C=C1 2-[[4-[(trimethoxysilyl)methyl]phenoxy]methyl] ethylene oxide